aluminum (III) n-propoxide [O-]CCC.[Al+3].[O-]CCC.[O-]CCC